2-(2-((3R,4S)-3-Amino-4-fluoropiperidin-1-yl)-6-fluoro-1H-benzo[d]imidazol-1-yl)-N-methyl-N-(2,2,2-trifluoroethyl)acetamid N[C@@H]1CN(CC[C@@H]1F)C1=NC2=C(N1CC(=O)N(CC(F)(F)F)C)C=C(C=C2)F